6,6'-diphenyl-2,2'-bis-(2-hydroxyethoxy)-1,1'-binaphthyl C1(=CC=CC=C1)C=1C=C2C=CC(=C(C2=CC1)C1=C(C=CC2=CC(=CC=C12)C1=CC=CC=C1)OCCO)OCCO